2-methylsulfonyl-4-(trifluoromethyl)benzoyl chloride CS(=O)(=O)C1=C(C(=O)Cl)C=CC(=C1)C(F)(F)F